FC1(CN(CCC1CN1CCNCC1)C=1C=CC=C2C(=NN(C12)C)C1C(NC(CC1)=O)=O)F 3-(7-(3,3-difluoro-4-(piperazin-1-ylmethyl)piperidin-1-yl)-1-methyl-1H-indazol-3-yl)piperidine-2,6-dione